3-(5-(7H-pyrrolo[2,3-d]pyrimidin-4-yl)pyridin-2-yl)-6-(4-(difluoromethoxy)benzyl)-3,6-diazabicyclo[3.1.1]heptane N1=CN=C(C2=C1NC=C2)C=2C=CC(=NC2)N2CC1N(C(C2)C1)CC1=CC=C(C=C1)OC(F)F